CC1(OC2=CC(=CC=C2C(=C1)C1=CC=C(C=C1)C)N(C(OC(C)(C)C)=O)C)C tert-butyl (2,2-dimethyl-4-(p-tolyl)-2H-chromen-7-yl)(methyl)carbamate